5-[2-fluoro-6-hydroxy-4-(2-phenyl-4-pyridinyl)phenyl]-1,1-dioxo-1,2,5-thiadiazolidin-3-one FC1=C(C(=CC(=C1)C1=CC(=NC=C1)C1=CC=CC=C1)O)N1CC(NS1(=O)=O)=O